FC=1C=NC(=NC1)C=1C=C2C(=NC=NC2=C(C1)OC)NC(C)C=1OC(=NN1)C 6-(5-fluoropyrimidin-2-yl)-8-methoxy-N-(1-(5-methyl-1,3,4-oxadiazol-2-yl)ethyl)quinazolin-4-amine